CS(=O)(=O)C1=CC=C(C=C1)C#CC1=CC=C(C=C1)C1=CC(=NO1)CN1C(=NC=C1)[C@H](C)O (S)-1-(1-((5-(4-((4-(methyl-sulfonyl)phenyl)ethynyl)phenyl)isoxazol-3-yl)methyl)-1H-imidazol-2-yl)ethan-1-ol